4-(4-(4-(2-(2-aminopyridin-3-yl)-5-(1-methyl-2-oxo-1,2-dihydropyridin-3-yl)-3H-imidazo[4,5-b]pyridin-3-yl)benzyl)piperazin-1-yl)pyrimidine-2-carbonitrile NC1=NC=CC=C1C1=NC=2C(=NC(=CC2)C=2C(N(C=CC2)C)=O)N1C1=CC=C(CN2CCN(CC2)C2=NC(=NC=C2)C#N)C=C1